C1(CC1)CN1N=C(C=C1)C=1C(=CC(=NC1)NC(C)=O)NC1=NC(=NC(=C1)C)C(C)(F)F N-(5-(1-(cyclopropylmethyl)-1H-pyrazol-3-yl)-4-((2-(1,1-difluoroethyl)-6-methylpyrimidin-4-yl)amino)pyridin-2-yl)acetamide